C(CCCCCCC\C=C/CCCCCCCC)(=O)C(C(CN1CCOCC1)C(CCCCCCC\C=C/CCCCCCCC)=O)=O 1,2-dioleoyl-oxo-3-morpholinopropane